tert-butyl 6-(5-(difluoromethyl)-4-iodo-3-(2-methylpyridin-3-yl)-1H-pyrazol-1-yl)-2-azaspiro[3.3]Heptane-2-carboxylate FC(C1=C(C(=NN1C1CC2(CN(C2)C(=O)OC(C)(C)C)C1)C=1C(=NC=CC1)C)I)F